benzyl 5-chloro-6-piperazin-1-yl-pyridine-3-carboxylate ClC=1C=C(C=NC1N1CCNCC1)C(=O)OCC1=CC=CC=C1